indole-5-acrylic acid N1C=CC2=CC(=CC=C12)C=CC(=O)O